tributyl((cis-3-(4-(trifluoromethyl)phenyl)cyclobutoxy)methyl)stannane C(CCC)[Sn](CO[C@@H]1C[C@@H](C1)C1=CC=C(C=C1)C(F)(F)F)(CCCC)CCCC